C1(=CC=CC=C1)COC[C@H](C)OC1=C(C(=NC=C1)C(=C)C)[N+](=O)[O-] (S)-4-((1-(phenylmethyloxy)propan-2-yl)oxy)-3-nitro-2-(prop-1-en-2-yl)pyridine